BrC1=CC=C(C2=C1COC2)NC(OC(C)(C)C)=O Tert-butyl N-(7-bromo-1,3-dihydro-2-benzofuran-4-yl)carbamate